8-fluoro-6-(2-((4-hydroxybicyclo[2.2.1]heptan-1-yl)amino)-4-methoxypyrrolo[2,1-f][1,2,4]triazin-5-yl)-N-methylimidazo[1,2-a]pyridine-3-carboxamide FC=1C=2N(C=C(C1)C=1C=CN3N=C(N=C(C31)OC)NC31CCC(CC3)(C1)O)C(=CN2)C(=O)NC